O=C1C2=C(N=C(N1)CCC(=O)N1CCN(CC1)C1=CC=C(C=N1)C#N)SC=C2 6-[4-[3-(4-oxo-3H-thieno[2,3-d]pyrimidin-2-yl)propionyl]piperazin-1-yl]pyridine-3-carbonitrile